C(C)NC1=CC(=CC(=N1)N1C(C2=CC(=CC(=C2C1)C(F)(F)F)OCCN1CCCC1)=O)C1=C(C=NN1C)C1=NN=CN1C 2-(6-(Ethylamino)-4-(1-methyl-4-(4-methyl-4H-1,2,4-triazol-3-yl)-1H-pyrazol-5-yl)pyridin-2-yl)-6-(2-(pyrrolidin-1-yl)ethoxy)-4-(trifluoromethyl)isoindolin-1-one